CC1=NC(=CC(=C1)C=1NC2=CC=C(C=C2C1C(C)C)C1CCN(CC1)CC1=NOC=C1)C 3-((4-(2-(2,6-dimethylpyridin-4-yl)-3-isopropyl-1H-indol-5-yl)piperidin-1-yl)methyl)isoxazole